1-(2-methoxyphenyl)-5-(trifluoromethyl)-1H-pyrazole-4-carboxylic acid COC1=C(C=CC=C1)N1N=CC(=C1C(F)(F)F)C(=O)O